C(C1=CC=CC=C1)NC(=O)C=1N(C(N2C1CN(CC2)C(C2=CC(=C(C=C2)Br)Cl)=O)=O)C2=CC=C(C=C2)S(=O)(=O)C N-benzyl-7-(4-bromo-3-chloro-benzoyl)-2-(4-methylsulfonylphenyl)-3-oxo-6,8-dihydro-5H-imidazo[1,5-a]pyrazine-1-carboxamide